FCCOCCOC1=NC=CC=C1C=CC1=CC=NC(=N1)NC 6-(2-(2-(2-(2-fluoroethoxy)ethoxy)pyridin-3-yl)vinyl)-N-methylpyrimidin-2-amine